ClC1=C(C=CC(=C1)OCCN1CCNCC1)C=1N(C2=NC=NC(=C2N1)OC1(CC1)C)CC1=NC=C(C=C1)C 8-(2-chloro-4-(2-(piperazin-1-yl)ethoxy)phenyl)-6-(1-methylcyclopropoxy)-9-((5-methylpyridin-2-yl)methyl)-9H-purine